CC1(N(C2=CC=CC=C2CC1)CCOC1=CC=CC=C1)C 2,2-Dimethyl-N-(2-phenoxyethyl)-3,4-dihydroquinoline